Cis-(5'S,7a'R)-3-{[4-(1,3,4-oxadiazol-2-yl)phenyl]methoxy}-5'-(pyrazin-2-yl)tetrahydro-3'H-spiro[cyclobutane-1,2'-pyrrolo[2,1-b][1,3]oxazol]-3'-one O1C(=NN=C1)C1=CC=C(C=C1)COC1CC2(C(N3[C@H](O2)CC[C@H]3C3=NC=CN=C3)=O)C1